tris(dimethylphenyl)carbenium CC=1C(=C(C=CC1)[C+](C1=C(C(=CC=C1)C)C)C1=C(C(=CC=C1)C)C)C